lead octadecene acetate C(C)(=O)[O-].C=CCCCCCCCCCCCCCCCC.[Pb+2].C(C)(=O)[O-]